F[C@@H]1C[C@@]2(CCCN2C1)COC1=NC2=C(C(=C(C(=C2C(=N1)O)OC[C@H](C#C[Si](C(C)C)(C(C)C)C(C)C)NCC(F)F)Cl)Br)F 2-{[(2R,7aS)-2-fluoro-hexahydropyrrolizin-7a-yl]methoxy}-7-bromo-6-chloro-5-{[(2S)-2-[(2,2-difluoroethyl)amino]-4-(triisopropylsilyl)but-3-yn-1-yl]oxy}-8-fluoroquinazolin-4-ol